N-((S)-2,4-Dimethyl-5-oxo-5,6,7,8-tetrahydro-4H-pyrazolo[1,5-a][1,3]diazepin-6-yl)-1-(1-phenylethyl)-1H-1,2,4-triazol-3-carboxamid CC1=NN2C(N(C([C@H](CC2)NC(=O)C2=NN(C=N2)C(C)C2=CC=CC=C2)=O)C)=C1